ClC1=CNC=2N=C(C=C(C21)NCCC)NC2=C(C=C(C=C2)S(=O)(=O)C)OC 3-chloro-N6-(2-methoxy-4-(methylsulfonyl)phenyl)-N4-propyl-1H-pyrrolo[2,3-b]pyridine-4,6-diamine